rel-(R)-7-((5-(4-hydroxypiperidin-1-yl)pyridin-2-yl)amino)-3-methyl-4-(1-methyl-1H-pyrrolo[2,3-b]pyridin-4-yl)isoindolin-1-one OC1CCN(CC1)C=1C=CC(=NC1)NC=1C=CC(=C2[C@H](NC(C12)=O)C)C1=C2C(=NC=C1)N(C=C2)C |o1:19|